2,2,2-trifluoroethylformate FC(COC=O)(F)F